NC1=NC=C(C2=C1C=NN2)NC(=O)C(=O)N(CC2=CC=C(C=C2)S(F)(F)(F)(F)F)CC(C)C N-(4-amino-1H-pyrazolo[4,3-c]pyridin-7-yl)-N'-isobutyl-N'-[[4-(pentafluoro-sulfanyl)phenyl]methyl]oxamide